C(#N)C(CNC1=NN2C(C(=N1)OC)=C(C(=C2)F)C=2C=NC=1N(C2)C(=CN1)C(=O)NC)(C)C 6-(2-((2-cyano-2-methylpropyl)amino)-6-fluoro-4-methoxypyrrolo[2,1-f][1,2,4]triazin-5-yl)-N-methylimidazo[1,2-a]pyrimidine-3-carboxamide